(1R*,2S*)-2-(Toluene-4-sulfonyl)-cyclopentanecarboxylic acid (4-chloro-benzyl)-(1,1-difluoro-spiro[2.5]oct-6-yl)-amide ClC1=CC=C(CN(C(=O)[C@@H]2[C@H](CCC2)S(=O)(=O)C2=CC=C(C)C=C2)C2CCC3(CC3(F)F)CC2)C=C1 |o1:9,10|